[(2R,3R,4R,5R,6R)-3,4-bis(acetyloxy)-5-acetamido-6-[4-({3-[(2S,3R,4R,5R)-4-hydroxy-5-(hydroxymethyl)-3-methoxyoxolan-2-yl]propyl}carbamoyl)butoxy]oxan-2-yl]methyl acetate C(C)(=O)OC[C@H]1O[C@H]([C@@H]([C@H]([C@H]1OC(C)=O)OC(C)=O)NC(C)=O)OCCCCC(NCCC[C@@H]1O[C@@H]([C@H]([C@H]1OC)O)CO)=O